2-(4,6-dichloro-2-methylpyrimidin-5-yl)acetamide ClC1=NC(=NC(=C1CC(=O)N)Cl)C